ClC=1C=C2C=NN(C2=CC1)CC1=NC=C(N=C1)C1=CC=CC=C1 5-chloro-1-((5-phenylpyrazin-2-yl)methyl)-1H-indazole